Fluoromethylphenolate FCC1=C(C=CC=C1)[O-]